2-Chloro-N-{2-[4-(difluoromethyl)-1,3-thiazol-5-yl]-2-{4-[(4-fluoro-1-methyl-1H-1,3-benzodiazol-2-yl)oxy]piperidin-1-yl}ethyl}-6-fluorobenzamid ClC1=C(C(=O)NCC(N2CCC(CC2)OC2=NC3=C(N2C)C=CC=C3F)C3=C(N=CS3)C(F)F)C(=CC=C1)F